tert.-octylpropenamide C(C)(C)(CC(C)(C)C)C(C(=O)N)=C